{5-[4-(benzyloxy)benzylidene]-4-oxo-2-thioxo-1,3-thiazolidin-3-yl}acetic acid C(C1=CC=CC=C1)OC1=CC=C(C=C2C(N(C(S2)=S)CC(=O)O)=O)C=C1